[Al].[Y].[Ho].C(C1=CC=CC=C1)OC1=CC=C(NC2=CC(=CC=C2)OCCCC2CCCCC2)C=C1 4-(Benzyloxy)-N-[3-(3-cyclohexylpropoxy)phenyl]aniline holmium-yttrium aluminum